ClC1=NC=CC(=N1)C1=CC(=C(C=C1)NCC(C)NC(OC(C)(C)C)=O)C tert-butyl (1-((4-(2-chloropyrimidin-4-yl)-2-methylphenyl)amino)propan-2-yl)carbamate